ClC=1C(=NC(=NC1)NC=1C=C(C=NC1)N1C(C2(CC1)CCN(CC2)C(=O)OC(C)(C)C)=O)N2CC(CCC2)C(F)(F)F tert-butyl 2-(5-((5-chloro-4-(3-(trifluoromethyl)piperidin-1-yl)pyrimidin-2-yl)amino)pyridin-3-yl)-1-oxo-2,8-diazaspiro[4.5]decane-8-carboxylate